2-ethylbutyl ((R)-((S)-2,2-difluoro-1-((2S,3S,5R)-5-(5-fluoro-2,4-dioxo-3,4-dihydropyrimidin-1(2H)-yl)-3-hydroxytetrahydrofuran-2-yl)ethoxy)(naphthalen-1-yloxy)phosphoryl)-L-alaninate FC([C@@H](O[P@@](=O)(OC1=CC=CC2=CC=CC=C12)N[C@@H](C)C(=O)OCC(CC)CC)[C@H]1O[C@H](C[C@@H]1O)N1C(NC(C(=C1)F)=O)=O)F